NCC(=O)N aminoacetic acid amide